C(C1=CC=CC=C1)OC1=C(C(=CC(=C1)O)O)C(=O)N1CC2=C(C=CC=C2CC1)NC=1C=NC=NC1 (2-(Benzyloxy)-4,6-dihydroxyphenyl)(8-(pyrimidin-5-ylamino)-3,4-dihydroisoquinolin-2(1H)-yl)methanone